N(=C=O)C=1C=C(C=CC1C)N1C(N(C(N(C1=O)C1=CC(=C(C=C1)C)N=C=O)=O)C1=CC(=C(C=C1)C)N=C=O)=O 1,3,5-tris(3-isocyanato-4-methylphenyl)-2,4,6-trioxohexahydro-1,3,5-triazine